O=C(CC#N)C12CCC(CC1)(C2)C(F)(F)F 3-Oxo-3-[4-(trifluoromethyl)bicyclo[2.2.1]heptan-1-yl]propanenitrile